ClC=1C=NN(C1CC1N(C(C2=CC=CC=C12)=O)CC1=NC=C(C=C1)OC)C 3-((4-chloro-1-methyl-1H-pyrazol-5-yl)methyl)-2-((5-methoxypyridin-2-yl)methyl)isoindolin-1-one